N,N-diisopropylpropylenediamine C(C)(C)N(CC(C)N)C(C)C